ribosyl-adenine C1([C@H](O)[C@H](O)[C@H](O1)CO)C1=NC(=C2NC=NC2=N1)N